2-cyanophenylsulfide TFA salt OC(=O)C(F)(F)F.C(#N)C1=C(C=CC=C1)SC1=C(C=CC=C1)C#N